NC=1C(NC2=CC(=CN=C2C1C1=C2C=NNC2=C(C=C1)F)C1CC1)=O 3-Amino-7-cyclopropyl-4-(7-fluoro-1H-indazol-4-yl)-1H-1,5-naphthyridin-2-one